2-((5-bromo-2-((2-methoxy-4-morpholinophenyl)amino)pyrimidin-4-yl)amino)-N-methoxybenzamide BrC=1C(=NC(=NC1)NC1=C(C=C(C=C1)N1CCOCC1)OC)NC1=C(C(=O)NOC)C=CC=C1